C(CCC(C(=O)O)CS)C(C(=O)O)CS propane-1,3-diyl-bis[3-mercaptopropionic acid]